3-(2-amino-6-(1-(dihydro-benzopyran-8-ylmethyl)-1H-1,2,3-triazol-4-yl)pyrimidin-4-yl)-2-methylbenzonitrile NC1=NC(=CC(=N1)C=1C(=C(C#N)C=CC1)C)C=1N=NN(C1)CC1=CC=CC=2CCCOC21